1-(3,5-dibromo-2-methoxy-4-pyridyl)ethanone BrC=1C(=NC=C(C1C(C)=O)Br)OC